2-(2-azaspiro[3.3]-heptan-6-ylmethyl)-5-(trifluoromethyl)-thiazole C1NCC12CC(C2)CC=2SC(=CN2)C(F)(F)F